OC1CC2=CC[C@H]3[C@@H]4CCC([C@@]4(C)CC[C@@H]3[C@]2(CC1)C)=O 3-Hydroxy-17-oxo-5-androstene